ClC1=C(C=C(C=C1)OCC1CC1)C=1N=NNC1C(=O)O 4-(2-chloro-5-(cyclopropylmethoxy)phenyl)-1H-1,2,3-triazole-5-carboxylic acid